perfluorononyloxysodium benzenesulfonate C1(=CC=CC=C1)S(=O)(=O)O.FC(C(C(C(C(C(C(C(C(F)(F)F)(F)F)(F)F)(F)F)(F)F)(F)F)(F)F)(F)F)(O[Na])F